tert-butyl ((1R,2R)-1-(7-((S)-1-(5,5-difluoro-2-oxotetrahydropyrimidin-1(2H)-yl)-2-methoxyethyl)imidazo[1,2-b]pyridazin-2-yl)-2-(((S)-1,1,1-trifluoropropan-2-yl)oxy)propyl)carbamate FC1(CNC(N(C1)[C@H](COC)C1=CC=2N(N=C1)C=C(N2)[C@H]([C@@H](C)O[C@H](C(F)(F)F)C)NC(OC(C)(C)C)=O)=O)F